5-(3-(piperidin-1-yl)propoxy)-1H-indole N1(CCCCC1)CCCOC=1C=C2C=CNC2=CC1